(R)-1-(3-(5-(3-hydroxy-1-methyl-2-oxopyrrolidin-3-yl)isoxazol-3-yl)phenyl)-4,5,6,7-tetrahydro-1H-indazole-3-carboxamide O[C@@]1(C(N(CC1)C)=O)C1=CC(=NO1)C=1C=C(C=CC1)N1N=C(C=2CCCCC12)C(=O)N